OC(=CC(=O)SCCNC(CCNC([C@@H](C(COP(OP(OC[C@@H]1[C@H]([C@H]([C@@H](O1)N1C=NC=2C(N)=NC=NC12)O)OP(=O)(O)O)(=O)O)(=O)O)(C)C)O)=O)=O)CCCCCCCCCCC 3-hydroxytetradecenoyl-coa